5-(bromomethyl)-1-(phenylsulfonyl)-6-(Trifluoromethyl)-1H-indole BrCC=1C=C2C=CN(C2=CC1C(F)(F)F)S(=O)(=O)C1=CC=CC=C1